NC=1C2=C(N=CN1)N(C(=C2C=2C=C1C=C(NC1=CC2)C(=O)N(C)C)C2=CC=C(C=C2)NC(C(=C)C)=O)C 5-(4-amino-6-(4-methacrylamido-phenyl)-7-methyl-7H-pyrrolo[2,3-d]pyrimidin-5-yl)-N,N-dimethyl-1H-indole-2-carboxamide